COC1=CC=C(CN(S(=O)(=O)[C@@H](C(C)C)CC=C)CC2=CC=C(C=C2)OC)C=C1 (R)-N,N-BIS(4-METHOXYBENZYL)-2-METHYLHEX-5-ENE-3-SULFONAMIDE